tert-butyl (1R,5S)-8-(7-bromo-6-chloro-2-(3-(dimethylamino)azetidin-1-yl)-8-fluoroquinazolin-4-yl)-3,8-diazabicyclo[3.2.1]octane-3-carboxylate BrC1=C(C=C2C(=NC(=NC2=C1F)N1CC(C1)N(C)C)N1[C@H]2CN(C[C@@H]1CC2)C(=O)OC(C)(C)C)Cl